OC1CCN(CC1)CC#CC1=CC=C(C=C1)\C(=C/COC1=CC(=C(OCC(=O)OC)C=C1)C)\C1=CC(=CC=C1)C(F)(F)F methyl (E)-[4-[3-[4-[3-(4-hydroxypiperidin-1-yl)propynyl]phenyl]-3-(3-trifluoromethylphenyl)allyloxy]-2-methylphenoxy]acetate